P(OC)(OC1=C(C=C(C=C1C)C(C)(C)C)C(C)(C)C)OC1=C(C=C(C=C1C)C(C)(C)C)C(C)(C)C methyl bis(2,4-di-tert-butyl-6-methylphenyl) phosphite